ethyl 2-(4-methoxy-3-methylbenzyl)-3-oxobutyrate COC1=C(C=C(CC(C(=O)OCC)C(C)=O)C=C1)C